5-oxo-4-phenyl-2,3,4,5-tetrahydrobenzo[f][1,4]oxazepine-7-carbaldehyde O=C1N(CCOC2=C1C=C(C=C2)C=O)C2=CC=CC=C2